3-[2-(Dimethylamino)ethyl]-1H-indol-4-yl acetate C(C)(=O)OC1=C2C(=CNC2=CC=C1)CCN(C)C